pyrrol-5(3H)-ylquinoxalin N1=CCC=C1C1=NC2=CC=CC=C2N=C1